C[C@H]1C[C@@H](C=CC1)C(=C)C trans-(-)-5-methyl-3-(1-methylvinyl)cyclohexene